trans-4-pentylcyclohexanecarboxylic acid sodium salt [Na+].C(CCCC)[C@@H]1CC[C@H](CC1)C(=O)[O-]